6-(azepan-1-yl)-N-(1-(4-fluorobenzyl)piperidin-4-yl)-1-methyl-1H-pyrazolo[3,4-b]pyridine-3-carboxamide N1(CCCCCC1)C1=CC=C2C(=N1)N(N=C2C(=O)NC2CCN(CC2)CC2=CC=C(C=C2)F)C